(2-amino-1-(3-chlorophenyl)ethyl)-1-(5-methyl-2-((tetrahydro-2H-pyran-4-yl)amino)pyrimidin-4-yl)-1H-imidazole-4-carboxamide NCC(C1=CC(=CC=C1)Cl)C=1N(C=C(N1)C(=O)N)C1=NC(=NC=C1C)NC1CCOCC1